8-((6-chloropyridin-3-yl)methyl)-3-(4,4,4-trifluorobutyl)pyrido[2,3-d]pyrimidine-2,4(3H,8H)-dione ClC1=CC=C(C=N1)CN1C=CC=C2C1=NC(N(C2=O)CCCC(F)(F)F)=O